[N+](=O)([O-])C=1C=C(C=CC1)C=1N=C(SC1)NC(CCCNC(OC(C)(C)C)=O)=O Tert-butyl (4-((4-(3-nitrophenyl)thiazol-2-yl)amino)-4-oxobutyl)carbamate